C12(CC(C1)C2)NC(CN2N=C(C=CC2=O)C=2C=NC(=CC2)OC(F)F)=O N-(bicyclo[1.1.1]pentan-1-yl)-2-(3-(6-(difluoromethoxy)pyridin-3-yl)-6-oxopyridazin-1(6H)-yl)acetamide